isopropyl 2-(diisopropoxyphosphoryl)acetate C(C)(C)OP(=O)(OC(C)C)CC(=O)OC(C)C